ClC1=CC=C(C=C1)[C@H]1C[C@@H](CO1)C1=NOC(=N1)CN1C=NN2C(C1=O)=C(C=N2)C#N 3-((3-((3R,5R)-5-(4-chlorophenyl)tetrahydro-furan-3-yl)-1,2,4-oxadiazol-5-yl)methyl)-4-oxo-3,4-dihydropyrazolo[5,1-f][1,2,4]triazine-5-carbonitrile